ONC(CCCCNC(C1=CC(=CC=C1)NC1=NC2=CC=CC=C2C(N1)=O)=O)=O N-(5-(hydroxyamino)-5-oxopentyl)-3-((4-oxo-3,4-dihydroquinazolin-2-yl)amino)benzamide